1-(3-(3-chloro-5-(pyrazin-2-yl)phenyl)morpholino)prop-2-en-1-one ClC=1C=C(C=C(C1)C1=NC=CN=C1)C1COCCN1C(C=C)=O